ClC1=CC(=C(COC2=CC=CC(=N2)C2=CC(=C(CC3=NC4=C(N3C[C@H]3OCC3)C=C(C=C4)C(=O)O)C(=C2)F)F)C=C1)F (S)-2-(4-(6-(4-chloro-2-fluorobenzyloxy)pyridin-2-yl)-2,6-difluorobenzyl)-1-(oxetan-2-ylmethyl)-1H-benzo[d]imidazole-6-carboxylic acid